N-Methyl-benzyl-amine CNCC1=CC=CC=C1